C1(=CC=CC2=CC=CC=C12)C(=O)[O-].[Sn+4].C1(=CC=CC2=CC=CC=C12)C(=O)[O-].C1(=CC=CC2=CC=CC=C12)C(=O)[O-].C1(=CC=CC2=CC=CC=C12)C(=O)[O-] stannic naphthoate